C(C)(CC)N1N=C(C=2N=C(N=C(C21)N[C@H](C)C=2C=NC1=CC=CC=C1C2)N2CCN(CC2)C(C)=O)C2CC2 1-{4-[1-sec-Butyl-3-cyclopropyl-7-((R)-1-quinolin-3-yl-ethylamino)-1H-pyrazolo[4,3-d]pyrimidin-5-yl]-piperazin-1-yl}-ethanon